4-amino-2,6-dichloro-4-cyanopyridine NC1(CC(=NC(=C1)Cl)Cl)C#N